(2-chloroethyl)dimethylamine hydrochloride Cl.ClCCN(C)C